(R)-3-(4-((S)-1-ethoxy-2,2,2-trifluoroethyl)-3-((2-methylpyrimidin-5-yl)amino)phenyl)pentanoic acid C(C)O[C@H](C(F)(F)F)C1=C(C=C(C=C1)[C@@H](CC(=O)O)CC)NC=1C=NC(=NC1)C